C(CC)C1CCC(CC1)C1CCC(CC1)Br Trans-4-propyl-4'-bromo-1,1'-bicyclohexane